3H-1,2,4-TRIAZOLE-3-CARBOXYLIC ACID N1=NC(N=C1)C(=O)O